C(CCCCC)OC1=CC=C(C=C1)N=NC1=CC=C(C=C1)OC 1-(4-(hexyloxy)phenyl)-2-(4-methoxyphenyl)diazene